methyl 2-(4-(2-(3-bromo-2-methylphenoxy)ethoxy)phenyl)acetate BrC=1C(=C(OCCOC2=CC=C(C=C2)CC(=O)OC)C=CC1)C